COC(C(CC=CC1=CC(=C(C(=C1)F)OC)Br)(C)C)=O methyl-5-(3-bromo-5-fluoro-4-methoxyphenyl)-2,2-dimethylpent-4-enoate